NC=1C=C(C=CC1)C1(N)C(C=CC=C1)C1=CC(=CC=C1)N 1,2-bis(3-aminophenyl)aniline